CN(C)CC(=O)OCCCCCCCCCC decyl N,N-dimethylaminoacetate